N-[1-[2-chloro-4-[[5-(2,3-difluoro-4-methoxy-phenyl)-1-methyl-imidazole-2-carbonyl]amino]benzoyl]azetidin-3-yl]piperidine-4-carboxamide ClC1=C(C(=O)N2CC(C2)NC(=O)C2CCNCC2)C=CC(=C1)NC(=O)C=1N(C(=CN1)C1=C(C(=C(C=C1)OC)F)F)C